C(CCCCCCC\C=C/C\C=C/CCCCC)(=O)OCC(CCCCCCC(OC(CCCCCC)CCCCCC)=O)CO 2-(hydroxymethyl)-9-oxo-9-(tridecan-7-yloxy)nonyl (9Z,12Z)-octadeca-9,12-dienoate